C(C)(C)(C)OC(=O)O[C@@H]1[C@H]([C@H](N(C1)C(=O)OC(C)(C)C)CC1=CC=C(C=C1)OC)O tert-butyl (2R,3S,4S)-4-tert-butoxycarbonyloxy-3-hydroxy-2-[(4-methoxyphenyl)methyl]pyrrolidine-1-carboxylate